CC1C(CC=CC)C(=O)OC1=O 5-heptene-2,3-dicarboxylic acid anhydride